(3R,4S)-1-(3-chloro-2-fluorobenzyl)-4-((3-fluoro-6-((5-methyl-1H-pyrazol-3-yl)amino)pyridin-2-yl)methyl)-3-methylpiperidine-4-carboxylic acid ClC=1C(=C(CN2C[C@@H]([C@@](CC2)(C(=O)O)CC2=NC(=CC=C2F)NC2=NNC(=C2)C)C)C=CC1)F